monosilane oxygen [O].[SiH4]